FC(OC1=C(C=C(C(=O)O)C=C1)N1N=C(C=2C=NC(=CC21)C=2C=NN1C2N=CC=C1)C)F 4-(Difluoromethoxy)-3-(3-methyl-6-(pyrazolo[1,5-a]pyrimidin-3-yl)-1H-pyrazolo[4,3-c]pyridin-1-yl)benzoic acid